C(C)OC=1C2=C(N=C(N1)N[C@@H](C(F)(F)F)C)NC=C2C=2C=CC=1N(C2)C=CN1 (R)-4-Ethoxy-5-(imidazo[1,2-a]pyridin-6-yl)-N-(1,1,1-trifluoropropan-2-yl)-7H-pyrrolo[2,3-d]pyrimidin-2-amine